(2R,3R,4R,5S)-1-(2,6-difluoro-4-(prop-1-en-2-yl)phenethyl)-2-methylpiperidine-3,4,5-triol FC1=C(CCN2[C@@H]([C@H]([C@@H]([C@H](C2)O)O)O)C)C(=CC(=C1)C(=C)C)F